5-(8-fluoro-7-(8-fluoronaphthalen-1-yl)-2-((tetrahydro-1H-pyrrolizin-7a(5H)-yl)methoxy)pyrido[4,3-d]pyrimidin-4-yl)-4,6a-dihydrocyclopenta[c]pyrrole-1,3(2H,3aH)-dione FC1=C(N=CC2=C1N=C(N=C2C=2CC1C(C(NC1=O)=O)C2)OCC21CCCN1CCC2)C2=CC=CC1=CC=CC(=C21)F